C(C)(C)(C)OC(=O)N1C=C(C2=NC(=CC=C21)OCC2CCN(CC2)C(=O)OC(C)(C)C)C(C)C 5-((1-(tert-Butoxycarbonyl)piperidin-4-yl)methoxy)-3-isopropyl-1H-pyrrolo[3,2-b]pyridine-1-carboxylic acid tert-butyl ester